5-(2,6-difluorophenyl)-[1,2,4]triazolo[1,5-a]pyridin-2-amine FC1=C(C(=CC=C1)F)C1=CC=CC=2N1N=C(N2)N